3,4-dihydro-5,7-dimethoxy-2H-1-benzopyran-2-one COC1=CC(=CC2=C1CCC(O2)=O)OC